C1=CN(C(=O)N=C1N)[C@H]2[C@@H]([C@@H]([C@H](O2)COP(=O)([O-])OP(=O)(N)[O-])O)O The molecule is major microspecies at pH 7.3 It is an organophosphate oxoanion and an organic phosphoramidate anion. It derives from a CDP(3-).